(methoxymethyl)-5-methylquinuclidin-3-one COCC1N2CC(C(C1=O)CC2)C